N-methoxymethanamine hydrogen chloride salt Cl.CONC